CC1=C(C=CC(=C1)N1CCNCC1)N1CNCC=C1 1-(2-methyl-4-(piperazin-1-yl)phenyl)dihydropyrimidine